CC(=CCC1=C(C=C(C(=C1[O-])C(=O)/C=C/C2=CC=C(C=C2)O)O)OC)C The molecule is a phenolate anion that is the conjugate base of xanthogalenol, obtained by deprotonation of the 1-hydroxy group. It is the major microspecies at pH 7.3 (according to Marvin v 6.2.0.). It is a conjugate base of a xanthogalenol.